C(C)(C)(C)C=1C=C(C=C(C1O)C(C)(C)C)C(C(=O)OCCCCCCO)(C)C1=CC(=C(C(=C1)C(C)(C)C)O)C(C)(C)C 1,6-hexanediol bis(3,5-di-tert-butyl-4-hydroxyphenyl)propionate